C1(CC1)C1=NC(=NC=C1C(F)(F)F)NC=1C=2C=NN(C2C=CC1)S(=O)(=O)C1CC1 N-(4-cyclopropyl-5-(trifluoromethyl)pyrimidin-2-yl)-1-(cyclopropylsulfonyl)-1H-indazol-4-amine